ClC1=C(C(=O)NNC(=O)C=2C=CC(=C(C2)C#CC=2C=CC(=NC2)NC(=O)C2CCC2)C)C(=CC=C1)C Cyclobutanecarboxylic acid (5-{5-[N'-(2-chloro-6-methylbenzoyl)hydrazinecarbonyl]-2-methyl-phenylethynyl}-pyridin-2-yl)amide